CN(CCCCl)C 3-(dimethylamino)chloropropane